CN1C(C=2N(CC1)N=C(C2)[N+](=O)[O-])=O 5-methyl-2-nitro-6,7-dihydropyrazolo[1,5-a]pyrazin-4(5H)-one